ethyl 2-[[3-[2-chloro-5-[4-(difluoro-methyl)-3-methyl-5-oxo-1,2,4-triazol-1-yl]-4-fluoro-phenoxy]-2-pyridyl]oxy]acetate ClC1=C(OC=2C(=NC=CC2)OCC(=O)OCC)C=C(C(=C1)F)N1N=C(N(C1=O)C(F)F)C